C(C)(=O)OI(C1=CC=CC=C1)OC(C)=O [acetoxy(phenyl)iodanyl] acetate